sodium phosphate sodium chloride [Cl-].[Na+].P(=O)([O-])(O)O.[Na+]